N-(6-(1-methylpiperidine-4-carbonyl)-5,6,7,8-tetrahydro-2,6-naphthyridin-3-yl)tetrahydro-2H-pyran-4-carboxamide CN1CCC(CC1)C(=O)N1CC=2C=C(N=CC2CC1)NC(=O)C1CCOCC1